ClC1=C(C=CC(=C1)F)C(C)N1N=CC(=C1)N 1-(1-(2-chloro-4-fluorophenyl)ethyl)-1H-pyrazol-4-amine